(S)-1'-(8-((3-chloro-2-(methylamino)pyridin-4-yl)thio)imidazo[1,2-c]pyrimidin-5-yl)-5,7-dihydrospiro[cyclopenta[b]pyridine-6,4'-piperidine]-5-amine ClC=1C(=NC=CC1SC=1C=2N(C(=NC1)N1CCC3(CC1)[C@@H](C=1C(=NC=CC1)C3)N)C=CN2)NC